carbanenitrile C#N